3-[2-(4-Isopropyl-3-methyl-phenoxy)-acetylamino]-benzoic acid, sodium salt [Na+].C(C)(C)C1=C(C=C(OCC(=O)NC=2C=C(C(=O)[O-])C=CC2)C=C1)C